C(C)(=O)O\C=C/CCCCCCCCC#CCCCC (Z)-hexadecen-11-yn-1-yl acetate